CC1(C)CCC=C(C)C1\C=C\C(\C)=C\C=C\C(\C)=C\C=C\C=C(/C)\C=C\C=C(/C)\C=C\C=C(/C)\CCC=C(C)C delta-carotene